(1R,2S,3R,5R)-3-((5-chloro-4-(7'-fluoro-2'-(2-hydroxypropan-2-yl)spiro[cyclopentane-1,3'-indol]-5'-yl)pyrimidin-2-yl)amino)-6,8-dioxabicyclo[3.2.1]octan-2-ol ClC=1C(=NC(=NC1)N[C@H]1[C@@H]([C@H]2CO[C@@H](C1)O2)O)C=2C=C1C3(C(=NC1=C(C2)F)C(C)(C)O)CCCC3